3-bromo-5-fluoropyridin-2-amine BrC=1C(=NC=C(C1)F)N